FC(C(=O)O)(F)F.NCCCOCC(=O)N1CCN(CC1)C=1C(=CC2=C(C(C=3NC4=CC(=CC=C4C3C2=O)C#N)(C)C)C1)CC 8-(4-(2-(3-aminopropoxy)acetyl)piperazin-1-yl)-9-ethyl-6,6-dimethyl-11-oxo-6,11-dihydro-5H-benzo[b]carbazole-3-carbonitrile 2,2,2-trifluoroacetate